NC1=NN2C(C=C(C=C2)C=2C(=C(C(=O)NCC(C(C3=C(C=C(C=C3F)F)F)O)(F)F)C(=CC2)C)F)=N1 (2-amino-[1,2,4]triazolo[1,5-a]pyridin-7-yl)-N-(2,2-difluoro-3-hydroxy-3-(2,4,6-trifluorophenyl)propyl)-2-fluoro-6-methylbenzamide